CN1N=NC2=C1C=CC(=C2C)[C@H](CC(=O)OCC)C=2C=C1CCCC1=C(C2)CO[Si](C(C)C)(C(C)C)C(C)C Ethyl (3R)-3-(1,4-dimethyl-1H-benzotriazol-5-yl)-3-[7-({[tri(propan-2-yl)silyl]oxy}methyl)-2,3-dihydro-1H-inden-5-yl]propanoate